FC(C=1C=C(C=C(C1)C(F)(F)F)[C@@H]1C([C@H]1C(=O)O)(Cl)Cl)(F)F (1r,3r)-3-(3,5-bis(trifluoromethyl)phenyl)-2,2-dichloro-cyclopropane-1-carboxylic acid